CC1(N(CC(C1)CCC(C)NC1=NC(=CC=C1)S(N)(=O)=O)C(=O)OC(C)(C)C)C tert-Butyl 2,2-dimethyl-4-[3-[(6-sulfamoyl-2-pyridyl)amino]butyl]pyrrolidine-1-carboxylate